[[3-non-8-enoxy-2-[(7R,11R)-3,7,11,15-tetramethylhexadecoxy]propoxy]-diphenyl-methyl]benzene C(CCCCCCC=C)OCC(COC(C1=CC=CC=C1)(C1=CC=CC=C1)C1=CC=CC=C1)OCCC(CCC[C@@H](CCC[C@@H](CCCC(C)C)C)C)C